C=C(C)C1=CC=CC2=C1OC1=C2C=CC=C1 4-(prop-1-en-2-yl)dibenzo[b,d]Furan